N[C@H](CO)C1=CC(=C(C=C1)Cl)C=1N(C=CN1)C(F)F (S)-2-amino-2-(4-chloro-3-(1-(difluoromethyl)-1H-imidazol-2-yl)phenyl)ethan-1-ol